methyldimethoxysilanol propionate C(CC)(=O)O.C[Si](O)(OC)OC